C1(=CC=C(C=C1)CC=1C(=O)NC(C1)=O)CC=1C(=O)NC(C1)=O N'-[(1,4-phenylene)bismethylene]bismaleimide